N-((7S,2S)-1-hydroxy-1-phenylpropan-2-yl)-N-methyloctanamide OC([C@H](C)N(C(CCCCCCC)=O)C)C1=CC=CC=C1